3-(3-chlorophenyl)propanoyl chloride ClC=1C=C(C=CC1)CCC(=O)Cl